1-(1-ethylpyrrolidin-3-yl)-N-(4-fluorophenylmethyl)methylamine C(C)N1CC(CC1)CNCC1=CC=C(C=C1)F